OP(O)OP(O)O.C(C)(C)(C)C1=C(C(=CC(=C1)C(C)(C)C)C(C)(C)C)C(O)(C(CO)(CO)CO)C1=C(C=C(C=C1C(C)(C)C)C(C)(C)C)C(C)(C)C bis(2,4,6-tritert-butylphenyl)pentaerythritol diphosphite